4-(2'-fluoro-[1,1'-biphenyl]-4-yl)-N-(2-oxo-2,3-dihydrobenzo[d]oxazol-6-yl)butanamide FC1=C(C=CC=C1)C1=CC=C(C=C1)CCCC(=O)NC1=CC2=C(NC(O2)=O)C=C1